CC(C(=O)[O-])(O)C(O)C(=O)[O-] methyltartrate